racemic-2-(4-(4-chloro-2-fluorophenyl)-2,3-dimethyl-6H-thieno[3,2-f][1,2,4]triazolo[4,3-a][1,4]diazepin-6-yl)-N-(2,2-dimethoxyethyl)acetamide ClC1=CC(=C(C=C1)C1=N[C@@H](C=2N(C3=C1C(=C(S3)C)C)C=NN2)CC(=O)NCC(OC)OC)F |r|